(S) or (R)-5-(2-hydroxypropan-2-yl)-N'-((3-oxo-1,2,3,5,6,7-hexahydro-s-indacen-4-yl)carbamoyl)thiazole-2-sulfonimidamide OC(C)(C)C1=CN=C(S1)[S@](=O)(N)=NC(NC1=C2C(CCC2=CC=2CCCC12)=O)=O |o1:9|